OC1=C(C=CC(=C1)O)C(\C=C/C1=CC(=C(C=C1)O)O)=O (Z)-1-(2,4-dihydroxyphenyl)-3-(3,4-dihydroxyphenyl)prop-2-en-1-one